CN1N=C(C=C1C1=NC=CC=C1)C(=O)OCC Ethyl 1-methyl-5-(pyridin-2-yl)-1H-pyrazole-3-carboxylate